C(C)OC(=O)[C@@H]1C[C@H](CCC1)OC=1C(=NC(=CC1)C=1N=NN(C1CN)C)C (1S,3S)-3-((6-(5-(aminomethyl)-1-methyl-1H-1,2,3-triazol-4-yl)-2-methyl-pyridin-3-yl)oxy)cyclohexanecarboxylic acid ethyl ester